(N-methyl-ethylamino) ethyl sulfone C(C)S(=O)(=O)N(C)CC